(S)-4-(4-{3-[(dimethylamino)methyl]-5-fluorophenoxy}piperidin-1-yl)-3-[4-(7H-pyrrolo[2,3-d]pyrimidin-4-yl)-1H-pyrazol-1-yl]butanenitrile CN(C)CC=1C=C(OC2CCN(CC2)C[C@H](CC#N)N2N=CC(=C2)C=2C3=C(N=CN2)NC=C3)C=C(C1)F